ClCCN(C(=O)NC1CCCCC1)N=O N-(2-chloroethyl)-N'-cyclohexyl-N-nitrosourea